2-[6-(1,3-Dioxane-2-yl)-3-ethylsulfonylpyridine-2-yl]-1-methyl-5-(trifluoromethylthio)benzimidazole O1C(OCCC1)C1=CC=C(C(=N1)C1=NC2=C(N1C)C=CC(=C2)SC(F)(F)F)S(=O)(=O)CC